ClN1C(=C(C2=CC(=CC=C12)OC1CC1)N1C=NC=C1)C1=NC(=NN1)C(F)(F)F chloro-5-cyclopropoxy-3-(1H-imidazol-1-yl)-2-(3-(trifluoromethyl)-1H-1,2,4-triazol-5-yl)-1H-indole